(±)-trans-2-(acetoxymethyl)cyclopropanecarboxylic Acid C(C)(=O)OC[C@H]1[C@@H](C1)C(=O)O |r|